ClC1=CC=C2C(=CNC2=C1)S(=O)(=O)NC1=NC=C(C(=N1)OC)OCCOC(F)F 6-chloro-N-[5-[2-(difluoromethoxy)ethoxy]-4-methoxy-pyrimidin-2-yl]-1H-indole-3-sulfonic acid amide